bicyclo[2.2.1]heptanedicarboxylate C12(C(CC(CC1)C2)C(=O)[O-])C(=O)[O-]